Cl.C(C)(C)(C)C(C(=O)O)[C@@H](C(=O)N(C)C)N(C)C([C@@H](NC)C1CCCC1)=O (tert-Butyl (3S)-3-[[(2S)-2-cyclopentyl-2-(methylamino)acetyl]-methyl-amino]-4-(dimethylamino)-4-oxo-butanoate) hydrochloride